BrC=1C=CC2=C(N(C(CC(=C2)C2=NOCC2)=O)CC2=CC=C(C=C2)OC)C1 8-Bromo-4-(4,5-dihydroisoxazol-3-yl)-1-(4-methoxybenzyl)-1,3-dihydro-2H-benzo[b]azepin-2-one